6-Chloro-1-(1-methylpyrazol-4-yl)pyrazolo[4,3-c]pyridine ClC1=CC2=C(C=N1)C=NN2C=2C=NN(C2)C